N-[[4-(hydroxymethyl)-1-[4-(pentafluoro-lambda6-sulfanyl)phenyl]indazol-3-yl]methyl]prop-2-enamide OCC1=C2C(=NN(C2=CC=C1)C1=CC=C(C=C1)S(F)(F)(F)(F)F)CNC(C=C)=O